4-(4-((1R,5S)-3,8-diazabicyclo[3.2.1]oct-3-yl)-8-fluoro-2-(((S)-1-methylpyrrolidin-2-yl)methoxy)quinazolin-7-yl)-5-ethynyl-6-fluoronaphthalen-2-ol [C@H]12CN(C[C@H](CC1)N2)C2=NC(=NC1=C(C(=CC=C21)C2=CC(=CC1=CC=C(C(=C21)C#C)F)O)F)OC[C@H]2N(CCC2)C